5-(6-(((1r,2r,3s,5s)-2-fluoro-9-azabicyclo[3.3.1]non-3-yl)oxy)pyridazin-3-yl)-2-(1-methyl-1H-pyrazol-4-yl)pyridin-4-ol F[C@@H]1[C@H]2CCC[C@@H](C[C@@H]1OC1=CC=C(N=N1)C=1C(=CC(=NC1)C=1C=NN(C1)C)O)N2